NC=1N=C(SC1C(C1=CC=CC=C1)=O)N(C1=CC(=C(C=C1)F)OC(F)(F)F)C(C(=O)N)C [N-(4-Amino-5-benzoylthiazol-2-yl)-4-fluoro-3-(trifluoromethoxy)anilino]propanamid